5,6-bis(3-chloro-4-hydroxyphenyl)-N-isopentyl-N-(4-methoxyphenyl)-7-oxabicyclo[2.2.1]hept-5-ene-2-sulfonamide ClC=1C=C(C=CC1O)C=1C2CC(C(C1C1=CC(=C(C=C1)O)Cl)O2)S(=O)(=O)N(C2=CC=C(C=C2)OC)CCC(C)C